2-[2-(1-benzylpiperidin-4-yl)ethyl]-2,3-dihydro-9-methoxy-1H-pyrrolo[3,4-b]quinolin-1-one hemifumarate C(\C=C\C(=O)O)(=O)O.C(C1=CC=CC=C1)N1CCC(CC1)CCN1CC2=NC=3C=CC=CC3C(=C2C1=O)OC.C(C1=CC=CC=C1)N1CCC(CC1)CCN1CC2=NC=3C=CC=CC3C(=C2C1=O)OC